[2-(1-isopropylpyrazol-3-yl)-4-(5-methyl-4H-1,2,4-triazol-3-yl)phenyl]-(1-oxa-7-azaspiro[3.5]nonan-7-yl)methanone C(C)(C)N1N=C(C=C1)C1=C(C=CC(=C1)C1=NN=C(N1)C)C(=O)N1CCC2(CCO2)CC1